ClC1=NC2=C(N=CC(=C2C=C1)O)Cl 2,8-dichloro-5-hydroxy-1,7-naphthyridine